C(#N)C=1C(=NC(=NC1)NC1=C(C=C(C=C1)N1CCN(CC1)CC)NC(C=C)=O)NC1=C(C=CC(=C1)C)OC(C)C N-(2-((5-cyano-4-((2-isopropoxy-5-methylphenyl)amino)pyrimidin-2-yl)amino)-5-(4-ethylpiperazin-1-yl)phenyl)acrylamide